1-(5-([1,1'-biphenyl]-2-ylamino)-7-(methylamino)pyrazolo[1,5-a]pyrimidin-3-yl)-3-methylurea C1(=C(C=CC=C1)NC1=NC=2N(C(=C1)NC)N=CC2NC(=O)NC)C2=CC=CC=C2